NC=1C(=C(C=C2C=C(N=CC12)NC1=NN2CC(NCCC2=C1)=O)C=1C(=C2C(=NC1)[C@@](C(N2)=O)(C)O)C)F |r| (+/-)-2-((8-amino-7-fluoro-6-(3-hydroxy-3,7-dimethyl-2-oxo-2,3-dihydro-1H-pyrrolo[3,2-b]pyridin-6-yl)isoquinolin-3-yl)amino)-5,6-dihydro-4H-pyrazolo[1,5-d][1,4]diazepin-7(8H)-one